C(C)(C)(C)OC(=O)NN[C@](C(=O)O)(CC1=CC(=C(C=C1)OC)OC)C (S)-2-(2-(tert-butoxycarbonyl)hydrazino)-3-(3,4-dimethoxyphenyl)-2-methylpropanoic acid